ClC=1C=C2C(=CC(=NC2=CC1)C(F)(F)F)N[C@@H]1C[C@@H](CCC1)NC=1OC=2C(=NC=CC2)N1 (1S,3R)-N1-(6-chloro-2-(trifluoromethyl)quinolin-4-yl)-N3-(oxazolo(4,5-b)pyridin-2-yl)cyclohexane-1,3-diamine